8-{[(3S,4R)-3-fluoro-1-methylpiperidin-4-yl]amino}-3-[(trifluoromethyl)sulfanyl]imidazo[1,2-a]pyrazine-2-carboxylic acid F[C@H]1CN(CC[C@H]1NC=1C=2N(C=CN1)C(=C(N2)C(=O)O)SC(F)(F)F)C